ClC1=C(C=C(C=C1)C=1N=C(SC1SC(C)C)N1N=C(C(=C1C(=O)O)C1=CC(=CC=C1)F)C)OC 1-(4-(4-chloro-3-methoxyphenyl)-5-(isopropylthio)thiazol-2-yl)-4-(3-fluorophenyl)-3-methyl-1H-pyrazole-5-carboxylic acid